[6-(3-cyclopropyl-1H-1,2,4-triazol-5-yl)-2-azaspiro[3.3]heptan-2-yl]-[3-[3-(4-methylsulfonylphenyl)-1-bicyclo[1.1.1]pentanyl]azetidin-1-yl]methanone C1(CC1)C1=NNC(=N1)C1CC2(CN(C2)C(=O)N2CC(C2)C23CC(C2)(C3)C3=CC=C(C=C3)S(=O)(=O)C)C1